FC=1C=CC=CC1 Meta-fluorobenzene